2-(methoxyethoxy)-5-(4,4,5,5-tetramethyl-1,3,2-dioxaborolan-2-yl)pyridine COCCOC1=NC=C(C=C1)B1OC(C(O1)(C)C)(C)C